CC(C1NCCCC1)C=1NC2=CC=CC=C2C1C(C1=C(C=CC(=C1)[N+](=O)[O-])I)=O (methylpiperidin-2-ylmethyl)-3-(2-iodo-5-nitrobenzoyl)indole